4-((3-(2-(Trifluoromethyl)pyridin-4-yl)pyrazolo[1,5-a]pyrimidin-6-yl)methyl)-1,4-oxazepane FC(C1=NC=CC(=C1)C=1C=NN2C1N=CC(=C2)CN2CCOCCC2)(F)F